C(C)(C)(C)NP(=O)(C)C1=CC=C(C=C1)C1=NOC(=N1)C(F)(F)Cl N-(tert-butyl)-P-(4-(5-(chlorodifluoromethyl)-1,2,4-oxadiazol-3-yl)phenyl)-P-methylphosphinic amide